COC1=C(C=C(C=C1)OC)CCNCC1=CC(=CC(=C1)C)F 2-(2,5-dimethoxyphenyl)-N-(3-fluoro-5-methylbenzyl)ethan-1-amine